N[C@@H](C(=O)N1CCN(CC1)C(C1=C(C=C(C=C1)NC=1C=2N(C=CN1)C(=CN2)C=2C(=NN(C2)CC#C)C(F)F)CC)=O)C(C)C (R)-2-amino-1-(4-(4-((3-(3-(difluoromethyl)-1-(prop-2-yn-1-yl)-1H-pyrazol-4-yl)imidazo[1,2-a]pyrazin-8-yl)amino)-2-ethylbenzoyl)piperazin-1-yl)-3-methylbutan-1-one